2-(tert-butyl-dimethyl-silyl)oxyethanol trifluoromethanesulfonate FC(S(=O)(=O)OCCO[Si](C)(C)C(C)(C)C)(F)F